rac-(3aR,5R,7R,7aR)-1-ethyl-3,3,5,7-tetramethyl-5-(3-methylbut-2-en-1-yl)octahydrobenzo[c]isoxazole C(C)N1OC([C@H]2[C@H]1[C@@H](C[C@](C2)(CC=C(C)C)C)C)(C)C |r|